(4-(5-chlorooxazolo[4,5-b]pyridin-2-yl)piperazin-1-yl)(4-(1-((1-fluorocyclopropyl)methyl)-1H-1,2,3-triazol-4-yl)phenyl)methanone ClC1=CC=C2C(=N1)N=C(O2)N2CCN(CC2)C(=O)C2=CC=C(C=C2)C=2N=NN(C2)CC2(CC2)F